3,5-bis(trifluoromethyl)benzene-1,2-diamine FC(C1=C(C(=CC(=C1)C(F)(F)F)N)N)(F)F